(cis-hydroxyisopentenyl)adenosine OC(CC(=C)C)[C@@]1([C@H](O)[C@H](O)[C@@H](CO)O1)N1C=NC=2C(N)=NC=NC12